N-(5-(4-(1H-indol-1-yl)pyrimidin-2-ylamino)-4-methoxy-2-(methyl(2-(piperidin-1-yl)ethyl)amino)phenyl)acrylamide N1(C=CC2=CC=CC=C12)C1=NC(=NC=C1)NC=1C(=CC(=C(C1)NC(C=C)=O)N(CCN1CCCCC1)C)OC